NC1=C(C=C(C=C1)S(=O)(=O)NC1(CC1)C)NC1=NC(=NS1)OC 4-amino-3-[(3-methoxy-1,2,4-thiadiazol-5-yl)amino]-N-(1-methylcyclopropyl)benzenesulfonamide